C1(CC1)C1=NC=CC(=C1)C1=NOC(=N1)[C@H](C)NC(OC(C)(C)C)=O tert-butyl (S)-(1-(3-(2-cyclopropylpyridin-4-yl)-1,2,4-oxadiazol-5-yl)ethyl)carbamate